(S)-1-(8-((4-carbamimidoylphenyl)carbamoyl)-4H-thieno[3,4-c]chromen-7-yl)pyrrolidine-3-carboxylic acid C(N)(=N)C1=CC=C(C=C1)NC(=O)C1=CC=2C=3C(COC2C=C1N1C[C@H](CC1)C(=O)O)=CSC3